3-(4-((4-(4-((1S,2R)-6-hydroxy-2-phenyl-1,2,3,4-tetrahydronaphthalen-1-yl)phenyl)piperazine-1-yl)methyl)-1-oxoisoindolin-2-yl)piperidine-2,6-dione OC=1C=C2CC[C@H]([C@H](C2=CC1)C1=CC=C(C=C1)N1CCN(CC1)CC1=C2CN(C(C2=CC=C1)=O)C1C(NC(CC1)=O)=O)C1=CC=CC=C1